FC=1C=C(C=CC1OC1=CC=NC2=CC(=C(C=C12)C(NC)=O)OC)NC(=O)C1(CC1)C(=O)NC1=CC=C(C=C1)C(F)(F)F 1-N'-[3-fluoro-4-[7-methoxy-6-(methylcarbamoyl)quinolin-4-yl]oxyphenyl]-1-N-[4-(trifluoromethyl)phenyl]-cyclopropane-1,1-dicarboxamide